7-((1R,3s,5S,6r)-6-(1-isopropyl-3-(5-(trifluoromethyl)pyridin-3-yl)-1H-pyrazol-5-yl)bicyclo[3.1.0]hexan-3-yl)-2-thia-7-azaspiro[3.5]nonane 2,2-dioxide C(C)(C)N1N=C(C=C1C1[C@H]2CC(C[C@@H]12)N1CCC2(CS(C2)(=O)=O)CC1)C=1C=NC=C(C1)C(F)(F)F